tropanal [C@@]12(CCC[C@H](CC1)N2C)C=O